C(C=C)(=O)N1CC2(C1)CN(CC2)C2=NC(=NC(=C2C#N)C2=C1C=NNC1=CC=C2C)OCCC2=NC=CC=C2 4-(2-acryloyl-2,6-diazaspiro[3.4]octan-6-yl)-6-(5-methyl-1H-indazol-4-yl)-2-(2-(pyridin-2-yl)ethoxy)pyrimidine-5-carbonitrile